tert-butyl (1S,5R)-2-oxo-8-azabicyclo[3.2.1]octane-8-carboxylate O=C1[C@@H]2CC[C@H](CC1)N2C(=O)OC(C)(C)C